6-(5-fluoro-1H-pyrazol-4-yl)-N-(3-methoxybenzyl)imidazo(1,5-a)pyridine-1-carboxamide FC1=C(C=NN1)C=1C=CC=2N(C1)C=NC2C(=O)NCC2=CC(=CC=C2)OC